4,8-bis-(2-ethyl-hexyl-thiophene-5-yl)-benzo[1,2-b:4,5-b']di-thiophene C(C)C(CC=1SC(=CC1)C1=C2C(SC=C2)=C(C2=C1SC=C2)C2=CC=C(S2)CC(CCCC)CC)CCCC